methyl-chloroisoxazole CC=1C(=NOC1)Cl